Tert-butyl-(1-(3-(4-(5-(trifluoromethyl) pyrimidin-2-yl) piperazin-1-carbonyl)-1H-pyrrol-1-yl) propan-2-yl) carbamate C(N)(OC(CN1C=C(C=C1)C(=O)N1CCN(CC1)C1=NC=C(C=N1)C(F)(F)F)CC(C)(C)C)=O